di(2-n-propylphenyl) phosphonate P(OC1=C(C=CC=C1)CCC)(OC1=C(C=CC=C1)CCC)=O